N-methyltetrahydro-2H-pyran-4-carboxamide CNC(=O)C1CCOCC1